(3R*,4R*)-1-Cyclohexyl-4-{[1-(2,4-difluoro-phenyl)-1H-[1,2,3]triazole-4-carbonyl]-amino}-piperidine-3-carboxylic acid ((1R*,2S*)-2-phenyl-cyclopropyl)-amide C1(=CC=CC=C1)[C@H]1[C@@H](C1)NC(=O)[C@@H]1CN(CC[C@H]1NC(=O)C=1N=NN(C1)C1=C(C=C(C=C1)F)F)C1CCCCC1 |o1:6,7,12,17|